NC=1C=NC2=CC=CC=C2C1N[C@@H](CC1=CC=C(C=C1)O)COCC 4-[(2S)-2-[(3-amino-4-quinolinyl)amino]-3-ethoxy-propyl]phenol